methyl 3-(9-((4-(aminomethyl)-2,6-dimethylphenyl)carbamoyl)-4,5-dihydrobenzo[b]thieno[2,3-d]oxepin-8-yl)-6-((3,3,3-trifluoropropyl)carbamoyl)picolinate NCC1=CC(=C(C(=C1)C)NC(=O)C1=CC2=C(OCCC3=C2SC=C3)C=C1C=1C(=NC(=CC1)C(NCCC(F)(F)F)=O)C(=O)OC)C